C1(CC1)C1=NC=CC(=C1)C1=NOC(=N1)[C@H](C)NC(C1=CC(=CC=C1)S(=O)(=O)C)=O (S)-N-(1-(3-(2-cyclopropylpyridin-4-yl)-1,2,4-oxadiazol-5-yl)ethyl)-3-(methylsulfonyl)benzamide